2-(1-cyclopropylethyl)-6-(1-(isopropylsulfonyl)ethyl)phenol C1(CC1)C(C)C1=C(C(=CC=C1)C(C)S(=O)(=O)C(C)C)O